3-(1-(4-fluoro-2-methylphenyl)-4-oxo-7-(trifluoromethyl)-1,4-dihydroquinazolin-3(2H)-yl)-6-methoxy-picolinonitrile FC1=CC(=C(C=C1)N1CN(C(C2=CC=C(C=C12)C(F)(F)F)=O)C=1C(=NC(=CC1)OC)C#N)C